COC=1C=C(OC=2C=C3C(C4=C(NC3=CC2)CCCCC4)=O)C=CC1 2-(3-methoxyphenoxy)-5H,6H,7H,8H,9H,10H,11H-cyclohepta[b]quinolin-11-one